BrC1=C(C(=NC(=C1)CNC1(CCC1)C)C)O 4-bromo-2-methyl-6-(((1-methyl-cyclobutyl)amino)methyl)pyridin-3-ol